(4Z,7Z,10Z,13Z,16Z,19Z)-DOCOSA-4,7,10,13,16,19-HEXAENAL C(CC\C=C/C\C=C/C\C=C/C\C=C/C\C=C/C\C=C/CC)=O